(R)-[3-(3-morpholinonyl)-2-hydroxypropyl]-2-(trifluoromethyl)-5-nitroimidazole N1(C(COCC1)=O)C[C@@H](CC=1N=C(NC1[N+](=O)[O-])C(F)(F)F)O